N-(5-acetylbicyclo[3.1.1]heptan-1-yl)-3-(4-aminoimidazo[2,1-f][1,2,4]triazin-7-yl)-4-methylbenzenesulfonamide C(C)(=O)C12CCCC(C1)(C2)NS(=O)(=O)C2=CC(=C(C=C2)C)C2=CN=C1C(=NC=NN12)N